5-pregnene CC[C@H]1CC[C@H]2[C@@H]3CC=C4CCCC[C@]4(C)[C@H]3CC[C@]12C